C(C)N1CCN(CC1)C1=C(C=C(C=C1)C(=O)N1CCC(CC1)C1=CC=C(C=C1)OC=1N=NC(=CC1)C(F)(F)F)NC(=O)NC1=CC=CC=C1 1-(2-(4-ethylpiperazin-1-yl)-5-(4-(4-((6-(trifluoromethyl)pyridazin-3-yl)oxy)phenyl)-piperidine-1-carbonyl)phenyl)-3-phenylurea